6-bromo-4-(difluoromethyl)-5-fluorophthalazin-1(2H)-one BrC=1C(=C2C(=NNC(C2=CC1)=O)C(F)F)F